(1S,2R)-2-methyl-N-(8-(methylamino)-5-((4-(morpholinomethyl)phenyl)ethynyl)-2,7-naphthyridin-3-yl)cyclopropane-1-carboxamide C[C@H]1[C@H](C1)C(=O)NC=1N=CC2=C(N=CC(=C2C1)C#CC1=CC=C(C=C1)CN1CCOCC1)NC